N[C@@]1(C[C@H](CCC1)C(F)(F)F)COC1=C(C#N)C(=CC(=C1)C1=CN=C2N1C=CC=C2)SC 2-(((1S,3S)-1-amino-3-(trifluoromethyl)cyclohexyl)methoxy)-4-(imidazo[1,2-a]pyridin-3-yl)-6-(methylthio)benzonitrile